2-[({5-chloro-7-oxo-7,8-dihydro-6H-spiro[[1,3]oxazolo[5,4-f]quinazoline-9,1'-cyclohexan]-2-yl}methyl)(methyl)amino]-N,N-dimethylacetamide ClC=1C=C2C(=C3C1NC(NC31CCCCC1)=O)OC(=N2)CN(CC(=O)N(C)C)C